3-(2-acryloyl-7-chloro-1,2,3,4-tetrahydroisoquinolin-4-yl)pyridin C(C=C)(=O)N1CC2=CC(=CC=C2C(C1)C=1C=NC=CC1)Cl